N1=C(C=NC=C1)N1CC(CCC1)N 1-(pyrazin-2-yl)piperidin-3-amine